CN(C)C(CC=C[SiH3])N(C)C bis(dimethylamino)ethylvinylsilane